O1CCC(C2=CC=CC=C12)=CC(=O)OCC Ethyl 2-(chroman-4-ylidene)acetate